C(C)C1=C(C=C(C=C1)S(=O)(=O)C)C1=CN(C(C2=CC=CC=C12)=O)C 4-(2-ethyl-5-methylsulfonylphenyl)-2-methylisoquinolin-1-one